C1(=CC(=CC=C1)C1=NN=NN1)C1=NN=NN1 5,5'-(1,3-phenylene)bis(1,2,3,4-tetrazole)